(R)-1-(4-(6-chloro-8-fluoro-7-(2-fluoro-6-hydroxy-phenyl)quinazolin-4-yl)piperazin-1-yl)prop-2-en-1-one ClC=1C=C2C(=NC=NC2=C(C1C1=C(C=CC=C1O)F)F)N1CCN(CC1)C(C=C)=O